C(#N)C1(CC1)C1=NN(C(=C1C(F)(F)F)C(=O)O)CC1(CC(C1)(F)F)C 3-(1-cyanocyclopropyl)-1-((3,3-difluoro-1-methylcyclobutyl)methyl)-4-(trifluoromethyl)-1H-pyrazole-5-carboxylic acid